ClC=1N=NC=C(C1C(=O)[O-])C chloro-5-methylpyridazine-4-carboxylate